The molecule is an analogue of vandetanib where the N-methylpiperidin-4-yl group is replaced by 4-aminomethyl. It is an aromatic ether, an organobromine compound, an organofluorine compound and a member of quinazolines. It derives from a vandetanib. COC1=C(C=C2C(=C1)C(=NC=N2)NC3=C(C=C(C=C3)Br)F)OCCCCN